3-((tert-butyldimethylsilyl)oxy)bicyclo[3.1.0]hexane-6-carboxylic acid ethyl ester C(C)OC(=O)C1C2CC(CC12)O[Si](C)(C)C(C)(C)C